N-(2-(4-(2-(2,6-dioxopiperidin-3-yl)-1,3-dioxoisoindolin-5-yl)piperazin-1-yl)ethyl)-4-((4-(1-propyl-1H-pyrazol-4-yl)-7H-pyrrolo[2,3-d]pyrimidin-2-yl)amino)benzamide O=C1NC(CCC1N1C(C2=CC=C(C=C2C1=O)N1CCN(CC1)CCNC(C1=CC=C(C=C1)NC=1N=C(C2=C(N1)NC=C2)C=2C=NN(C2)CCC)=O)=O)=O